O=C1NC(CCC1N1C(C2=CC=CC(=C2C1=O)NCCCO)=O)=O 2-(2,6-dioxopiperidin-3-yl)-4-((3-hydroxypropyl)amino)isoindoline-1,3-dione